COC=1N=C2C(=CC=NC2=CC1OC)OC1=C(C=C(C=C1)NC(=O)C=1C(N(C(=CC1)C)C1=CC(=NC=C1)OCCOCCOCC)=O)F N-[4-[(6,7-Dimethoxy-1,5-naphthyridin-4-yl)oxy]-3-fluorophenyl]-1-[2-[2-(2-ethoxyethoxy)ethoxy]pyridin-4-yl]-6-methyl-2-oxopyridine-3-carboxamide